6-cyclopropylbenzo[d]oxazol-2-thiol C1(CC1)C1=CC2=C(N=C(O2)S)C=C1